4-amino-1-(2,3-dihydro-1-benzofuran-6-yl)-2-oxo-7-(trifluoromethyl)-1,2-dihydroquinoline-3-carboxylic acid methyl ester COC(=O)C=1C(N(C2=CC(=CC=C2C1N)C(F)(F)F)C1=CC2=C(CCO2)C=C1)=O